COC(=O)[C@@H]1O[C@@H]1CBr (2r,3s)-3-(bromomethyl)oxirane-2-carboxylic acid methyl ester